FC=1C=CC2=C(C(=C(O2)[C@H](C(C)C)NC(=O)NC=2C=NC(=NC2)N2CC(C2)C(=O)NC)C)C1 1-[5-({[(1S)-1-(5-fluoro-3-methyl-1-benzofuran-2-yl)-2-methylpropyl]carbamoyl}amino)pyrimidin-2-yl]-N-methylazetidine-3-carboxamide